C1(CC1)N1N=C(N=C1[C@@H]1C[C@@H](CC1)N1CCC2(CS(C2)(=O)=O)CC1)C1=NC(=CC=C1)C(F)(F)F 7-((1R,3S)-3-(1-Cyclopropyl-3-(6-(trifluoromethyl)pyridin-2-yl)-1H-1,2,4-triazol-5-yl)cyclopentyl)-2-thia-7-azaspiro[3.5]nonane 2,2-dioxide